monoethanolamine sulfosuccinamate S(=O)(=O)(O)C(C(=O)O)CC(=O)N.C(O)CN